C1=CC=C(C(=C1)O)S(=O)(=O)C2=CC=CC=C2O Sulfonyldiphenol